Cl.Cl.C1N(CC2C1CNC2)C(=O)C2=C(C(=CC=C2)C)C (hexahydropyrrolo[3,4-c]pyrrol-2(1H)-yl)(2,3-dimethylphenyl)methanone dihydrochloride